OC1(CCN(CC1)CCNC)CNC(OC(C)(C)C)=O tert-butyl ((4-hydroxy-1-(2-(methylamino)ethyl) piperidin-4-yl)methyl)carbamate